[O-]S(=O)(=O)C(F)(F)F.C[S+](CC1=CC=C(C=C1)OC(F)(F)F)C dimethyl-(4-(trifluoromethoxy)benzyl)sulfonium triflate